2-[(2E)-2-(aminomethyl)-3-fluoroprop-2-en-1-yl]-4-{6-[3-(5-cyclopropyl-1,2,4-oxadiazol-3-yl)phenyl]pyridin-2-yl}-2,4-dihydro-3H-1,2,4-triazol-3-one hydrochloride Cl.NC/C(/CN1N=CN(C1=O)C1=NC(=CC=C1)C1=CC(=CC=C1)C1=NOC(=N1)C1CC1)=C\F